BrC=1C=C(COC2=CC=C(CN3C(CC(C3)F)C(=O)N)C=C2)C=CC1 1-(4-(3-bromobenzyloxy)benzyl)-4-fluoropyrrolidine-2-carboxamide